FC(=C)OC(C(C(C(C(C(C(C(F)(F)F)(F)F)(F)F)(F)F)(F)F)(F)F)(F)F)(F)F 1-((1-fluorovinyl)oxy)perfluorooctane